1-(tert-butoxycarbonyl)azetidin-3-yl 4-(azetidin-1-yl)-2-methyl-5,7-dihydro-6H-pyrrolo[3,4-d]pyrimidine-6-carboxylate N1(CCC1)C=1C2=C(N=C(N1)C)CN(C2)C(=O)OC2CN(C2)C(=O)OC(C)(C)C